C(C)C(S(=O)(=O)C1=CC=C(C)C=C1)[N+]#[C-] 1-ETHYL-1-TOSYLMETHYL ISOCYANIDE